FC=1C=C(C=C(C1)F)NC1=NC(=NC(=N1)C1=NC(=CC=C1)C(F)(F)F)NCC1(CC1)O {[4-(3,5-Difluoro-phenylamino)-6-(6-trifluoromethyl-pyridin-2-yl)-[1,3,5]triazin-2-ylamino]-methyl}-cyclopropanol